C(#N)C1(CC1)C=1C=C(C(=NC1)C(=O)NC)SCC (E)-5-(1-cyanocyclopropyl)-3-ethylsulfanyl-N-methyl-pyridine-2-carboxamide